O=C1N(CCC1OC1C(NC(CC1)=O)=O)C1=CC=CC=C1 3-(2-oxo-1-phenyl-pyrrolidin-3-yloxy)-piperidine-2,6-dione